C(C)(=O)[O-].C(C)(=O)[O-].[Pd+2].ClC1=C(C=CC=C1)CC(=O)NC1=CC(=C(C=C1)C=1C=NN(C1)CCN1CCCC1)S(N)(=O)=O 2-(2-chlorophenyl)-N-(4-{1-[2-(pyrrolidin-1-yl)ethyl]-1H-pyrazol-4-yl}-3-sulfamoylphenyl)acetamide Palladium Diacetate